3-hydroxy-8-iodo-1-naphthoic acid OC=1C=C(C2=C(C=CC=C2C1)I)C(=O)O